tris((1,1-dimethyl-2-propynyl)oxy)methylsilane CC(C#C)(C)OC(OC(C#C)(C)C)(OC(C#C)(C)C)[SiH3]